(±)-1-Methoxypropan-2-yl 2-((2-chloro-4-(4-(3-chlorophenyl)-trans-2,3-dimethylpiperazine-1-carbonyl)phenyl)sulfinyl)acetate ClC1=C(C=CC(=C1)C(=O)N1[C@H]([C@@H](N(CC1)C1=CC(=CC=C1)Cl)C)C)S(=O)CC(=O)OC(COC)C